C1=CC=CC=2C3=CC=CC=C3C(C12)COC(=O)N[C@H](C(=O)OCC1=CC=CC=C1)C(C)C1=CC=CC2=CC=CC=C12 (2S)-benzyl 2-((((9H-fluoren-9-yl) methoxy) carbonyl) amino)-3-(naphthalen-1-yl)butanoate